3-((3-([1,1'-Biphenyl]-3-ylmethoxy)phenoxy)methyl)benzonitrile C1(=CC(=CC=C1)COC=1C=C(OCC=2C=C(C#N)C=CC2)C=CC1)C1=CC=CC=C1